FC1=NC(=CC=C1)N1C[C@@H](CCC1)OC 2-Fluoro-6-[(3R)-3-methoxypiperidin-1-yl]pyridine